FC1(C(C1)C1=NC=NC(=C1C=1N=CC2=C(N1)C=NN2)OC)F 5-[4-(2,2-difluorocyclopropyl)-6-methoxy-pyrimidin-5-yl]-1H-pyrazolo[4,3-d]pyrimidine